COC(=O)C1=CC=C(C=C1)C1CN(CCCC1=O)C(=O)OCCCC butyl 3-(4-(methoxycarbonyl)phenyl)-4-oxoazepane-1-carboxylate